4-Bromo-isoindolin-1-one BrC1=C2CNC(C2=CC=C1)=O